[N+](=[N-])=C1C(C(C2=CC=CC=C2C1=O)=O)S(=O)(=O)[O-].[Na+] sodium diazonaphthoquinonesulfonate